((3-ethyl-2,6-dioxo-1-propyl-8-(1-(3-(trifluoromethyl)benzyl)-1H-pyrazol-4-yl)-1,2,3,6-tetrahydro-7H-purin-7-yl)methoxy)methyl butyrate C(CCC)(=O)OCOCN1C(=NC=2N(C(N(C(C12)=O)CCC)=O)CC)C=1C=NN(C1)CC1=CC(=CC=C1)C(F)(F)F